COC1=C(C=CC=C1)NS(=O)(=O)C1=C(C=CC=C1)NC(=O)NS(=O)(=O)C1=CC=C(C)C=C1 N-(2-Methoxyphenyl)-2-(3-tosylureido)benzenesulfonamide